2-Aminoresorcinol NC1=C(O)C=CC=C1O